CN1C(=NN=C1)CC1(COC1)C=1C=C(C=CC1)NC(=O)C1=NC2=C(N1)C=CC=C2C(F)(F)F N-(3-{3-[(4-methyl-1,2,4-triazol-3-yl)methyl]oxetan-3-yl}phenyl)-4-(trifluoromethyl)-1H-1,3-benzodiazole-2-carboxamide